BrC=1C=C(OCCN2CCN(CC2)C(=O)OC(C)(C)C)C=CC1 tert-butyl 4-[2-(3-bromophenoxy)ethyl]piperazine-1-carboxylate